ClC=1C=C2C(C(=C(N(C2=CC1F)O)C)CC1=CC=C(C=C1)C#N)=O 6-chloro-7-fluoro-1-hydroxy-2-methyl-3-(4-cyanobenzyl)-4(1H)-quinolinone